CCCCCCCCCCCCCCCCCCCCCCCCCCCC=C The molecule is an alkene that is nonacosane which has been dehydrogenated to introduce a double bond at the 1-2 position. It derives from a hydride of a nonacosane.